(R)-7-methyl-9-(1-methylpyrrolidin-3-yl)-2-((7-methylquinolin-6-yl)amino)-7,9-dihydro-8H-purin-8-one CN1C(N(C2=NC(=NC=C12)NC=1C=C2C=CC=NC2=CC1C)[C@H]1CN(CC1)C)=O